2-(2-methoxyphenyl)-7-azaspiro[3.5]Nonane-7-carboxylic acid tert-butyl ester C(C)(C)(C)OC(=O)N1CCC2(CC(C2)C2=C(C=CC=C2)OC)CC1